N1(N=NN=N1)C(=O)[O-] PENTAZOLATE